ClC1=NC=2N(C(=C1)N1CC(C(C1)(C)C)(F)F)N=CN2 5-chloro-7-(3,3-difluoro-4,4-dimethylpyrrolidin-1-yl)-[1,2,4]triazolo[1,5-a]pyrimidine